C(C)(C)(C)OC(=O)N1CC=2N=C(N=C(C2CC1)N1C[C@@H](CCC1)N)C (R)-4-(3-aminopiperidin-1-yl)-2-methyl-5,8-dihydropyrido[3,4-d]pyrimidine-7(6H)-carboxylic acid tert-butyl ester